tert-butyl 4-[(5-amino-6-methylpyridin-2-yl)oxy]piperidine-1-carboxylate NC=1C=CC(=NC1C)OC1CCN(CC1)C(=O)OC(C)(C)C